4-[3-(2-cyclopropyl-4-pyridyl)-1-[dideuterio-(4,4-difluorocyclohexyl)methyl]pyrrolo[3,2-b]pyridin-6-yl]-3,5-dimethyl-isoxazole C1(CC1)C1=NC=CC(=C1)C1=CN(C=2C1=NC=C(C2)C=2C(=NOC2C)C)C(C2CCC(CC2)(F)F)([2H])[2H]